1-[[2-(difluoromethoxy)pyridin-4-yl]methyl]-3-[(1-methoxycyclobutyl)methyl]urea FC(OC1=NC=CC(=C1)CNC(=O)NCC1(CCC1)OC)F